ClC=1C(=NC(=NC1)NC=1C(=CC(=C(C1)NC(C=C)=O)N(CCN1CCN(CC1)C)C)OC)NC=1C=CC=C2CCN(C12)S(=O)(=O)C N-(5-((5-chloro-4-((1-(methylsulfonyl)indolin-7-yl)amino)pyrimidin-2-yl)amino)-4-methoxy-2-(methyl(2-(4-methylpiperazin-1-yl)ethyl)amino)phenyl)acrylamide